ClC=1C(=NC2=CC(=C(N=C2C1N[C@H](CC)C=1C=C(C#N)C=CC1F)C=1C=NC(=CC1)P(=O)(C)C)F)C 3-[(1R)-1-({3-chloro-6-[6-(dimethylphosphoryl)pyridin-3-yl]-7-fluoro-2-methyl-1,5-naphthyridin-4-yl}amino)propyl]-4-fluorobenzonitrile